CN(CCN1N=NN=C1S)C 1-(2-dimethylaminoethyl)-5-Mercapto-1H-Tetrazole